ClC1=CC(N(C=C1)C(C)C1=CN=C(O1)C1=NC(=CN=C1)N1CCCC1)=O 4-chloro-1-(1-(2-(6-(pyrrolidin-1-yl)pyrazin-2-yl)oxazol-5-yl)ethyl)pyridin-2(1H)-one